3-(1-(2-chloro-4-fluorophenethyl)-3-((dimethylamino)methyl)-4-hydroxypiperidin-4-yl)benzamide ClC1=C(CCN2CC(C(CC2)(O)C=2C=C(C(=O)N)C=CC2)CN(C)C)C=CC(=C1)F